BrC1=CC(=C(C(=C1)C(C)C)N=C(C1=CC=CC=C1)C1=CC=CC=C1)C(C)C N-(4-bromo-2,6-diisopropylphenyl)-1,1-diphenylmethanimine